3-[(2,3-Di-tert-Butylphenoxypropylthio)methyl]-1H-1,2,4-triazol-5(4H)-one C(C)(C)(C)C1=C(OCCCSCC2=NNC(N2)=O)C=CC=C1C(C)(C)C